ClC1=CC(=CC(=N1)N1C[C@@H](N(CC1)C(=O)OC(C)(C)C)C)C tert-butyl (S)-4-(6-chloro-4-methylpyridin-2-yl)-2-methylpiperazine-1-carboxylate